1,5-dioxaspiro(5.5)undecane-3,3-dicarboxylic acid-bis(1,2,2,6,6-pentamethyl-4-piperidinyl) ester CN1C(CC(CC1(C)C)OC(=O)C1(COC2(OC1)CCCCC2)C(=O)OC2CC(N(C(C2)(C)C)C)(C)C)(C)C